N1=CC=C(C=C1)C=1N=C(C2=C(N1)C=NC=C2)N2CCC1(CCN(C1)[C@H]1[C@@H](COC1)O)CC2 trans-4-(8-(2-(pyridin-4-yl)pyrido[3,4-d]pyrimidin-4-yl)-2,8-diazaspiro[4.5]decan-2-yl)tetrahydrofuran-3-ol